C(C1=CC=CC=C1)SC1=CC(=C(CC2(C(C=NC3=CC(=CC=C23)OC)N)N)C(=C1)F)F 4-(4-(Benzylthio)-2,6-difluorobenzyl)-7-methoxyquinoline-3,4-diamine